FC1=C(C[C@@H](C(=O)N2CCC(CC2)O)NC(=O)C=2NC3=CC=C(C=C3C2)Cl)C=CC=C1 5-Chloro-1H-indole-2-carboxylic acid [(1S)-(2-fluoro-benzyl)-2-(4-hydroxy-piperidin-1-yl)-2-oxo-ethyl]-amide